propylammonium carbamate C(N)([O-])=O.C(CC)[NH3+]